azetidine-3-carbonitrile hydrochloride salt Cl.N1CC(C1)C#N